C(C1=CC=CC=C1)N1C(C2=C(C=C1)CCN2)=O 6-benzyl-1,2,3,6-tetrahydro-7H-pyrrolo[2,3-c]pyridine-7-one